4-(4-((7-chloro-5-methyl-1H-indol-4-yl)methyl)-1-methylpiperidin-3-yl)benzoic acid ClC=1C=C(C(=C2C=CNC12)CC1C(CN(CC1)C)C1=CC=C(C(=O)O)C=C1)C